NC=1C=C(C=C2C=C(N=CC12)NC(=O)[C@H]1[C@H](C1)F)C=1C(=NC(=NC1)C(=O)NC)C |r| (±)-5-[8-amino-3-[(cis-2-fluorocyclopropanecarbonyl)amino]-6-isoquinolinyl]-N,4-dimethyl-pyrimidine-2-carboxamide